N1(CCCC1)C=1C=C2CCCC(C2=CC1)=O 6-(pyrrolidine-1-yl)-3,4-dihydronaphthalen-1(2H)-one